N6-(6-(3-((3-((1r,4r)-4-hydroxycyclohexyl)-4-imino-5,6-diphenyl-3,4-dihydro-7H-pyrrolo[2,3-d]pyrimidin-7-yl)methyl)phenyl)hex-5-yn-1-yl)adipamide OC1CCC(CC1)N1C=NC2=C(C1=N)C(=C(N2CC=2C=C(C=CC2)C#CCCCCNC(CCCCC(=O)N)=O)C2=CC=CC=C2)C2=CC=CC=C2